S(=O)(=O)(ON1[C@@H]2CC[C@H](N(C1=O)C2)C(NC2CCN(CC2)C)=N)O (2S,5R)-2-(N-(1-Methylpiperidin-4-yl) carbamimidoyl)-7-oxo-1,6-diazabicyclo[3.2.1]octan-6-yl hydrogen sulfate